(E)-methyl 2-[2-[[5-(4-chlorophenyl)-2-methylpyrazol-3-yl] oxymethyl] phenyl]-3-methoxypropan-2-enoate ClC1=CC=C(C=C1)C=1C=C(N(N1)C)OCC1=C(C=CC=C1)/C(/C(=O)OC)=C\OC